C(C)(=O)NCCNCC=1C(=CC(=NC1)C(=O)NC=1C(=C(C=CC1)C1=C(C(=CC=C1)NC(=O)C=1N(C2=C(CN(CC2)C)N1)C)Cl)C)OC N-(3'-(5-(((2-acetylaminoethyl)amino)methyl)-4-methoxypicolinamido)-2-chloro-2'-methyl-[1,1'-biphenyl]-3-yl)-1,5-dimethyl-4,5,6,7-tetrahydro-1H-imidazo[4,5-c]pyridine-2-carboxamide